CCCCCCCCCCCCCC(=O)OC[C@H](CO[C@H]1[C@@H]([C@H]([C@H]([C@H](O1)CO[C@H]2[C@@H]([C@H]([C@@H]([C@H](O2)CO)O)O)O)O)O)O)OC(=O)CCCCCCCCCCCCC The molecule is a 3-[beta-D-glucopyranosyl-(1->6)-beta-D-galactopyranosyl]-1,2-diacyl-sn-glycerol in which the acyl groups at O-1 and O-2 are both myristoyl. A synthetic acyl homologue of the beta-glycolipid antigens (beta-GGLs) of Mycoplasma pneumoniae.